The molecule is an unsaturated fatty acyl-CoA that results from the formal condensation of the thiol group of coenzyme A with the carboxy group of (10Z,13Z,16Z,19Z,22Z,25Z)-3-oxooctacosahexaenoic acid. It is a 3-oxo-fatty acyl-CoA, an unsaturated fatty acyl-CoA and an ultra-long-chain fatty acyl-CoA. It is a conjugate acid of a (10Z,13Z,16Z,19Z,22Z,25Z)-3-oxooctacosahexaenoyl-CoA(4-). CC/C=C\\C/C=C\\C/C=C\\C/C=C\\C/C=C\\C/C=C\\CCCCCCC(=O)CC(=O)SCCNC(=O)CCNC(=O)[C@@H](C(C)(C)COP(=O)(O)OP(=O)(O)OC[C@@H]1[C@H]([C@H]([C@@H](O1)N2C=NC3=C(N=CN=C32)N)O)OP(=O)(O)O)O